BrC1=C(C=C(C(=O)O)C=C1)S(NC(C)(C)C)(=O)=O 4-bromo-3-(tert-butylsulfamoyl)benzoic acid